C(C)N(C1=CN(C=2N=CN=C(C21)N2[C@H](CN(CC2)C(C(C)C)=O)C)C=2C=C(C#N)C=CN2)CCC (S)-2-(5-(ethyl(propyl)amino)-4-(4-isobutyryl-2-methylpiperazin-1-yl)-7H-pyrrolo[2,3-d]pyrimidin-7-yl)isonicotinonitrile